((2-methoxy-3-(1-methyl-1H-1,2,4-triazol-3-yl)phenyl)amino)-N-methyl-2-((6-methylpyridin-2-yl)amino)pyrimidine COC1=C(C=CC=C1C1=NN(C=N1)C)NC1=NC(N(C=C1)C)NC1=NC(=CC=C1)C